2-methylpentanoate calcium salt [Ca+2].CC(C(=O)[O-])CCC.CC(C(=O)[O-])CCC